O1C(OCC1)C=CC1(CCC(CC1)(C)C)O 1-(2-(1,3-dioxolan-2-yl)vinyl)-4,4-dimethylcyclohexan-1-ol